N[C@@H](C1=CC(=CS1)C(=N)N)C1CC1 (R)-5-(amino(cyclopropyl)methyl)thiophene-3-carboxamidine